1-(6-(benzyloxy)-1H-indol-3-yl)propan-2-amine C(C1=CC=CC=C1)OC1=CC=C2C(=CNC2=C1)CC(C)N